SC(C)C=1OC=CC1 2-(1-mercaptoethyl)furan